3-(4-amino-5-((2-(azetidin-1-ylbenzo[d]oxazol-5-yl)ethynyl)-7H-pyrrolo[2,3-d]pyrimidin-7-yl)pyrrolidin-1-yl)prop-2-en-1-one NC1CCN(C1N1C=CC2=C1N=C(N=C2)C#CC=2C=CC1=C(N=C(O1)N1CCC1)C2)C=CC=O